N(=C=S)[C@@H](C(=O)N1CCC2(CC2)CC1)C (R)-2-isothiocyanato-1-(6-azaspiro[2.5]octan-6-yl)propan-1-one